[I-].COC1=C(C(=O)NCC2(CCC(CC2)OC(=O)NCCC[P+](C2=CC=CC=C2)(C2=CC=CC=C2)C2=CC=CC=C2)C2=CC=CC=C2)C=CC=C1 (3-(((((1R,4R)-4-((2-Methoxybenzamido)methyl)-4-phenylcyclohexyl)oxy)carbonyl)amino)propyl)triphenylphosphonium iodide